N-((4-amino-7-bromopyrrolo[2,1-f][1,2,4]triazin-5-yl)methyl)-N,N-diethylethanaminium bromide salt [Br-].NC1=NC=NN2C1=C(C=C2Br)C[N+](CC)(CC)CC